C(C)(C)(C)OC(=O)N1[C@@H](C[C@H]([C@@H](C1)CC)O)C.C(C)C1(COC1)COCC1(COC1)CC 3-ethyl-3-[[(3-ethyloxetan-3-yl)methoxy]methyl]oxetane tert-butyl-(2R,4R,5R)-5-ethyl-4-hydroxy-2-methylpiperidine-1-carboxylate